3-(2,4-Dioxo-1,2,3,4-tetrahydro-5H-naphtho[1,2-b][1,4]diazepin-5-yl)benzonitrile O=C1CC(N(C2=C(N1)C1=CC=CC=C1C=C2)C=2C=C(C#N)C=CC2)=O